CC1(OC=2C=C(C(=C(C2C2C1CCC(=C2)C)O)C2=CNC=C2)CCCCC)C 6,6,9-trimethyl-3-pentyl-2-(1H-pyrrol-3-yl)-6a,7,8,10a-tetrahydro-6H-benzo[c]chromen-1-ol